CC1=CC=CC(=N1)C1=NN(C=C1)C1=C2N=CN(C2=NC(=N1)N1CCOCC1)CC(=O)C1=NC=CC=C1 2-(6-(3-(6-methylpyridin-2-yl)-1H-pyrazol-1-yl)-2-morpholino-9H-purin-9-yl)-1-(pyridin-2-yl)ethan-1-one